(1R,2S)-5'-methoxy-2-(3-{[3-methoxy-6-(1-methyl-1H-pyrazol-4-yl)pyrazin-2-yl]amino}-1H-indazol-6-yl)spiro[cyclopropane-1,3'-indol]-2'(1'H)-one COC=1C=C2[C@]3(C(NC2=CC1)=O)[C@@H](C3)C3=CC=C1C(=NNC1=C3)NC3=NC(=CN=C3OC)C=3C=NN(C3)C